(4-(3-cyclopropyl-5-(trifluoromethyl)pyridin-2-yl)piperazin-1-yl)methanone Pentadecan-8-yl-(tert-butoxycarbonyl)-L-phenylalaninate CCCCCCCC(CCCCCCC)N([C@@H](CC1=CC=CC=C1)C(=O)O)C(=O)OC(C)(C)C.C1(CC1)C=1C(=NC=C(C1)C(F)(F)F)N1CCN(CC1)C=O